1-{4-[(3S)-2,3-dihydro[1,4]dioxino[2,3]pyridin-3-yl]benzyl}-1,4-diazepan-5-one O1C[C@@H](OC2=C1C=CC=N2)C2=CC=C(CN1CCNC(CC1)=O)C=C2